COC(=O)C12CCC(CC1)(CC2)C(NCCCC(C(NS(=O)(=O)C2=CC=C(C=C2)C)C2CCCCC2)C)=O methyl-4-((5-cyclohexyl-4-methyl-5-((4-methylphenyl)sulfonamido)pentyl)-carbamoyl)bicyclo[2.2.2]octane-1-carboxylate